P(O)(=O)(OP(=O)(O)OP(=O)(O)O)OC[C@@H]1[C@H]([C@H]([C@@H](O1)N1C=NC=2C(=O)N(C(N)=NC12)C)O)O.CNCC1C(CCCC1)(O)C1=CC=C(C=C1)C 2-((methylamino)methyl)-1-(4-methylphenyl)cyclohexane-1-ol N1-methylguanosine-5'-triphosphate